C1(=CC=CC=C1)[Si](OC(C)C)(OC(C)C)OC(C)C phenyltriisopropoxysilane